Benzyl N-[(1S)-2,2-dicyclopropyl-1-{3-[1-(3-fluorobicyclo[1.1.1]pentane-1-carbonyl)-4-hydroxy-4-(trifluoromethyl)piperidin-2-yl]imidazo[1,2-b][1,2,4]triazin-6-yl}ethyl]-carbamate C1(CC1)C([C@@H](C=1N=C2N(N=CC(=N2)C2N(CCC(C2)(C(F)(F)F)O)C(=O)C23CC(C2)(C3)F)C1)NC(OCC1=CC=CC=C1)=O)C1CC1